9,10-difluoro-7-oxo-2,3-dihydro-7H-[1,4]thiazino[2,3,4-ij]quinoline-6-carboxylic acid FC=1C=C2C(C(=CN3C2=C(C1F)SCC3)C(=O)O)=O